(2S,3R,4R,5S)-4-[[3-[2-(difluoromethoxy)-4-fluoro-phenyl]-4,5-dimethyl-5-(trifluoromethyl)tetrahydrofuran-2-carbonyl]amino]-N-methyl-pyridine-2-carboxamide FC(OC1=C(C=CC(=C1)F)[C@@H]1[C@H](O[C@@]([C@@H]1C)(C(F)(F)F)C)C(=O)NC1=CC(=NC=C1)C(=O)NC)F